1-methyl-6-nitro-2,4-dihydro-1H-3,1-benzoxazine-2,4-dione CN1C(OC(C2=C1C=CC(=C2)[N+](=O)[O-])=O)=O